C(C)OC(CC(C)OC(C(C(C(=O)O)O)O)=O)=O 4-[(4-ethoxy-4-oxobutan-2-yl)-oxy]-2,3-dihydroxy-4-oxobutanoic acid